FC1=CC=C(C=C1)NC(C(C1=CC=CC=C1)C1=NC(=CN=C1N)C=1C=NN(C1)[C@@H]1CN(CC1)C(C)=O)=O 2-((4-fluorophenyl)amino)-2-oxo-1-phenylethyl-6-(1-((S)-1-acetylpyrrolidin-3-yl)-1H-pyrazol-4-yl)-3-aminopyrazine